1-Aminomethyl-4,4-difluoro-cyclohexanol NCC1(CCC(CC1)(F)F)O